ClC=1C=C(C=NC1)N[C@H](C)C(=O)N1[C@H]2CC([C@@H]([C@@H]1C(=O)N[C@@H](C[C@@H]1C(NCCC1)=O)C#N)CC2)(F)F (1R,3R,4R)-2-((5-chloropyridin-3-yl)-D-alanyl)-N-((S)-1-cyano-2-((R)-2-oxopiperidin-3-yl)ethyl)-5,5-difluoro-2-azabicyclo[2.2.2]octane-3-carboxamide